Methyl (Z)-3-amino-4-fluorobut-2-enoate N\C(=C/C(=O)OC)\CF